4-bromo-7-methylene-6,7-dihydro-5H-cyclopenta[c]pyridine BrC=1C2=C(C=NC1)C(CC2)=C